ClC1=CC=C(C=C1)C=1N(C(=C(N1)C1=CC=C(C=C1)Cl)C1=CC=C(C=C1)Cl)CCCCC(=O)O 5-(2,4,5-tris(4-chlorophenyl)-1H-imidazol-1-yl)pentanoic Acid